(E)-2-(3-(3-methoxy-4-(prop-2-yn-1-yloxy)phenyl)acrylamido)-N-(pyridin-4-yl)benzamide COC=1C=C(C=CC1OCC#C)/C=C/C(=O)NC1=C(C(=O)NC2=CC=NC=C2)C=CC=C1